(2R,5S)-4-{5-cyclopropyl-7H-pyrrolo[2,3-d]pyrimidin-4-yl}-2,5-dimethylpiperazine-1-carboxylic acid tert-butyl ester C(C)(C)(C)OC(=O)N1[C@@H](CN([C@H](C1)C)C=1C2=C(N=CN1)NC=C2C2CC2)C